FC=1C=C(CC=2C=NN(C2)C(=O)NC2CC(N(C3=C(O2)C=CC(=C3)OCC(C3=CC=NC=C3)O)C)=O)C=CC1 4-(3-fluorobenzyl)-N-((3S)-7-(2-hydroxy-2-(pyridin-4-yl)ethoxy)-5-methyl-4-oxo-2,3,4,5-tetrahydrobenzo[b][1,4]oxazepin-2-yl)-1H-pyrazole-1-carboxamide